ClC1=C(C(=CC=C1)F)CC1=NOC(N1CC1=C(C=CC=C1)F)=O 3-[(2-chloro-6-fluorophenyl)methyl]-4-[(2-fluorophenyl)methyl]-4,5-dihydro-1,2,4-oxadiazol-5-one